C(C)(C)(C)OC(=O)N1C[C@@H]2OCCN[C@@H]2C1.BrC1=CC=2N(C=C1)N=C(N2)NC(C(C)C)=O |o1:9,14| N-(7-bromo-[1,2,4]triazolo[1,5-a]pyridin-2-yl)isobutyramide tert-butyl-(4aR*,7aS*)-hexahydropyrrolo[3,4-b][1,4]oxazine-6(2H)-carboxylate